7-bromo-3-(3-fluoroazetidin-1-yl)benzo[4,5]imidazo[1,2-a]pyridine BrC=1C=CC2=C(N=C3N2C=CC(=C3)N3CC(C3)F)C1